4-(2-(3-(3-chloro-2-fluoro-6-(2H-tetrazol-2-yl)phenyl)acrylamido)-2-phenylacetylamino)-N-(benzenesulfonyl)benzamide ClC=1C(=C(C(=CC1)N1N=CN=N1)C=CC(=O)NC(C(=O)NC1=CC=C(C(=O)NS(=O)(=O)C2=CC=CC=C2)C=C1)C1=CC=CC=C1)F